1-(4-chloro-5-fluoro-2-hydroxyphenyl)ethanone ClC1=CC(=C(C=C1F)C(C)=O)O